1,1,1,6,6,6-hexafluoro-2,4-Hexanedione FC(C(CC(CC(F)(F)F)=O)=O)(F)F